C(CCCCCCCCCCCCCCC)(=O)OCC1=C(C(=O)[O-])C=CC=C1 2-((palmitoyloxy)methyl)benzoate